N-(2-chloro-5-(1,3-dioxo-1,3,4,5,6,7-hexahydro-2H-isoindol-2-yl)-4-fluorophenyl)cyclobutanecarboxamide ClC1=C(C=C(C(=C1)F)N1C(C=2CCCCC2C1=O)=O)NC(=O)C1CCC1